NC1CCC(CC1)NC(=O)C1=NC(=CN=C1)C=1NC2=CC=C(C=C2C1C)OC(F)(F)F N-((1r,4r)-4-aminocyclohexyl)-6-(3-methyl-5-(trifluoromethoxy)-1H-indol-2-yl)pyrazine-2-carboxamide